CS(=O)(=O)C=C1CNC1 3-((methylsulfonyl)methylene)azetidine